4-chloro-2-phenyl-6-(3-(spiro[cyclohexane-1,9'-fluoren]-3'-yl)phenyl)pyrimidine ClC1=NC(=NC(=C1)C1=CC(=CC=C1)C=1C=CC=2C3(C4=CC=CC=C4C2C1)CCCCC3)C3=CC=CC=C3